FC=1C(N(C=C(C1)CCN1CC(C1)F)C(C(=O)OCC)CC(C)C)=O Ethyl 2-(3-fluoro-5-(2-(3-fluoroazetidin-1-yl) ethyl)-2-oxopyridin-1(2H)-yl)-4-methylpentanoate